trifluoroaniline C1=CC=C(C(=C1)N(F)F)F